6-Benzyloxy-5-nitro-1H-indazole C(C1=CC=CC=C1)OC1=C(C=C2C=NNC2=C1)[N+](=O)[O-]